8-(methylthio)octane-1-ol CSCCCCCCCCO